5-Benzoyl-N-(3,5-bis(trifluoromethyl)phenyl)-2-hydroxybenzoamide C(C1=CC=CC=C1)(=O)C=1C=CC(=C(C(=O)NC2=CC(=CC(=C2)C(F)(F)F)C(F)(F)F)C1)O